C1(C=CC1)(C(=O)[O-])C(=O)[O-] cyclobutene-1,1-dicarboxylate